2-Amino-ethylmethacrylat NCCOC(C(=C)C)=O